C(CCC)[Si](C1=CC=CC=C1)(C1=CC=CC=C1)OCCI butyl(2-iodoethoxy)diphenylsilane